NC[C@H](CC(=O)OC)CC(C)C methyl (S)-3-aminomethyl-5-methylhexanoate